N1=CC(=CC=C1)C1=NN=C(O1)C12CC3(CC(CC(C1)C3)C2)NC(=O)C2=NC(=NC=C2)C 2-Methyl-pyrimidine-4-carboxylic acid [3-(5-pyridin-3-yl-[1,3,4]oxadiazol-2-yl)-adamantan-1-yl]-amide